CC1CC(C1)(C1=NN=CN1C)C=1C=C(C=CC1)C=1C(=C2C(=NC1CN1C[C@H](CCC1)C)C(NC2)=O)C(F)(F)F 3-((1S,3R)-3-methyl-1-(4-methyl-4H-1,2,4-triazol-3-yl)cyclobutyl)phenyl-2-(((S)-3-methylpiperidin-1-yl)methyl)-4-(trifluoromethyl)-5,6-dihydro-7H-pyrrolo[3,4-b]pyridin-7-one